3-(3-oxa-8-azabicyclo[3.2.1]octan-8-yl)-N-((R)-1-(2,4-difluorophenyl)ethyl)-8-methylpyrido[2,3-d]pyridazin-5-amine C12COCC(CC1)N2C2=CC=1C(=C(N=NC1N[C@H](C)C1=C(C=C(C=C1)F)F)C)N=C2